OC1=CC(=C(C(=O)OC)C=C1)C methyl 4-hydroxy-2-methylbenzoate